COC=1C(=NC=C(N1)OCC(F)(F)F)C1=C(NC=2N=C(N=C(C21)C)N)C 5-[3-methoxy-5-(2,2,2-trifluoroethoxy)pyrazin-2-yl]-4,6-dimethyl-7H-pyrrolo[2,3-d]pyrimidin-2-amine